N-[2-[[4-[[5-[4-(cyanomethoxy)-2,3-difluoro-phenyl]-1-methyl-imidazole-2-carbonyl]amino]-2-methylbenzoyl]amino]ethyl]-4-hydroxy-piperidine-4-carboxamide C(#N)COC1=C(C(=C(C=C1)C1=CN=C(N1C)C(=O)NC1=CC(=C(C(=O)NCCNC(=O)C2(CCNCC2)O)C=C1)C)F)F